ClC1=C(C(=CC(=C1)S(N[C@H](C)C1CCNCC1)(=O)=O)C)NC(C1=C(C=CC=C1)C)=O (R)-N-(2-chloro-6-methyl-4-(N-(1-(piperidin-4-yl)ethyl)sulfamoyl)phenyl)-2-methylbenzamide